COS(=O)(=O)[O-].C[C@H](CCOC(CCCCCCCCC(=O)OC(C[N+](C)(C)C)COC(CCCCCCCCC(OCC[C@H](CCC=C(C)C)C)=O)=O)=O)CCC=C(C)C 2,3-bis((10-(((S)-3,7-dimethyloct-6-en-1-yl)oxy)-10-oxodecanoyl)oxy)-N,N,N-trimethylpropan-1-aminium methyl-sulfate